2-((1R,2S)-1-(2-cyanophenyl)-1-(1-(2-methoxy-2-methylpropyl)-1H-pyrazol-4-yl)propan-2-yl)-5-hydroxy-N-(isoxazol-4-yl)-1-methyl-6-oxo-1,6-dihydropyrimidine-4-carboxamide C(#N)C1=C(C=CC=C1)[C@@H]([C@H](C)C=1N(C(C(=C(N1)C(=O)NC=1C=NOC1)O)=O)C)C=1C=NN(C1)CC(C)(C)OC